O1CCOC2=C1C=CC(=C2)C=CC(=O)C2=C(C=C(C=C2)O)O 3-(2,3-Dihydro-1,4-benzodioxin-6-yl)-1-(2,4-dihydroxyphenyl)prop-2-en-1-one